1,2-dichlorotoluene ClC1(C)C(C=CC=C1)Cl